(2S)-(5-acetylamino-1,3,4-thiadiazol-2-ylsulfanyl)-N-{[4-(3,4-dichlorobenzyl)morpholin-2-yl]methyl}acetamide C(C)(=O)NC1=NN=C(S1)SCC(=O)NC[C@H]1CN(CCO1)CC1=CC(=C(C=C1)Cl)Cl